2-amino-3-(oxazol-2-yl)-N-((R)-4-phenyl-1-((3aS,4S,6S,7aR)-3a,5,5-trimethylhexahydro-4,6-methanobenzo[d][1,3,2]dioxaborol-2-yl)butyl)propanamide hydrochloride Cl.NC(C(=O)N[C@@H](CCCC1=CC=CC=C1)B1O[C@@]2([C@H](O1)C[C@H]1C([C@@H]2C1)(C)C)C)CC=1OC=CN1